1-(2-acetylhydrazinecarbonyl)-N-(2-fluoro-4-methyl-5-(pyrrolo[2,1-f][1,2,4]triazin-2-yl)phenyl)-3-methyl-6-azabicyclo[3.1.1]heptane-6-carboxamide C(C)(=O)NNC(=O)C12CC(CC(N1C(=O)NC1=C(C=C(C(=C1)C1=NN3C(C=N1)=CC=C3)C)F)C2)C